4-trifluoromethylumbelliferone C1=CC2=C(C=C1O)OC(=O)C=C2C(F)(F)F